6,7-dimethoxy-2-[2-(4'-methoxyphenyl)ethyl]chromone COC1=CC=C(C=C1)CCC2=CC(=O)C3=CC(=C(C=C3O2)OC)OC